C(C)(C)(C)C=1C=C2C(C(NC2=CC1)=O)=O 5-tert-butyl-1h-indole-2,3-dione